CC1=C(C=CC(=C1)C)S(=O)(=O)C=1N=NN2C1NC(C1=CC=C(C=C21)N2CCN(CC2)CC(=O)OC)=O methyl 2-[4-[3-(2,4-dimethylphenyl)sulfonyl-5-oxo-4H-triazolo[1,5-a]quinazolin-8-yl]piperazin-1-yl]acetate